NCC1=CC(=C(C(=C1)C(NC)=O)NC(=O)C1=CC2=C(OCCC3=C2SC=C3)C=C1C=1C(=NC(=CC1)C(NCCC)=O)C(=O)O)C 3-(9-((4-(aminomethyl)-2-methyl-6-(methylcarbamoyl)phenyl)carbamoyl)-4,5-dihydrobenzo[b]thieno[2,3-d]oxepin-8-yl)-6-(propylcarbamoyl)picolinic acid